COC1=CC=C(C=N1)NC(=O)C1CC1 N-(6-methoxy-pyridin-3-yl)cyclopropanecarboxamide